FC(C=1N=C(C=2NC=3C=CC(=CC3C2N1)C=C)N1CCC(CC1)CP(OCC)(OCC)=O)(F)F diethyl ((1-(2-(trifluoromethyl)-8-vinyl-5H-pyrimido[5,4-b]indol-4-yl)piperidin-4-yl)methyl)phosphonate